di-(4-ethoxy-4-oxo-butan-2-yl) fumarate C(\C=C\C(=O)OC(C)CC(=O)OCC)(=O)OC(C)CC(=O)OCC